propylaminomethyltrimethoxysilane C(CC)NC[Si](OC)(OC)OC